(2S)-N-methyl-2-piperidinemethanol CN1[C@@H](CCCC1)CO